ClC=1C=CC2=C(NC(=N2)C(=O)N2CC=3N([C@@H](C2)C)C(=NC3)C(F)(F)F)C1C |r| Racemic-(6-chloro-7-methyl-1H-benzo[d]imidazol-2-yl)(5-methyl-3-(trifluoromethyl)-5,6-dihydroimidazo[1,5-a]pyrazin-7(8H)-yl)methanone